C(#N)C1=CC=C(S1)C(CCO)N(C([O-])=O)O N-[1-(5-cyanothiophen-2-yl)-3-hydroxypropyl]-N-hydroxycarbamate